N-(6-chloro-4-methoxyisoxazolo[5,4-b]pyridin-3-yl)-5-ethyl-2-methoxybenzenesulfonamide ClC1=CC(=C2C(=N1)ON=C2NS(=O)(=O)C2=C(C=CC(=C2)CC)OC)OC